FC1=CC=2N=CN=C(C2N=C1N1CCNCC1)NC1=CC(=C(C=C1)OC1=CC2=C(N(N=N2)C)C=C1)C 7-fluoro-N-(3-methyl-4-((1-methyl-1H-benzo[d][1,2,3]triazol-5-yl)oxy)phenyl)-6-(piperazin-1-yl)pyrido[3,2-d]pyrimidin-4-amine